6-(cyclopropylmethyl)-3-{2-[(piperidin-3-yl)amino]-5-(trifluoromethyl)pyrimidin-4-yl}-1H,6H,7H-pyrrolo[2,3-c]pyridin-7-one C1(CC1)CN1C(C2=C(C=C1)C(=CN2)C2=NC(=NC=C2C(F)(F)F)NC2CNCCC2)=O